COC1=C(CN(C2=NC(=NN3C2=NC=C3)OC(C)CCC)CC3=C(C=C(C=C3)OC)OC)C=CC(=C1)OC N,N-bis(2,4-dimethoxybenzyl)-2-(pent-2-yloxy)imidazo[2,1-f][1,2,4]triazin-4-amine